C(C)(C)C1=CCC(=CC1)C 1-isopropyl-4-methyl-1,4-cyclohexadiene